NCC1=CC(=C(C(=C1)C(NC([2H])([2H])[2H])=O)NC(=O)C1=CC2=C(OCCC3=C2SC=C3)C=C1C=1C(=NC(=CC1)C(NCCC)=O)C(=O)O)C 3-(9-((4-(aminomethyl)-2-methyl-6-((methyl-d3)carbamoyl)phenyl)carbamoyl)-4,5-dihydrobenzo[b]thieno[2,3-d]oxepin-8-yl)-6-(propylcarbamoyl)picolinic acid